C(#N)C1=NC2=CC(=CC(=C2N=C1C1=CC=C(C=C1)C)[C@@H](C)NC1=C(C(=O)O)C=CC=C1)C (R)-2-((1-(2-cyano-7-methyl-3-(p-tolyl)quinoxalin-5-yl)ethyl)amino)benzoic acid